[N+](=O)([O-])C1=CC=C(C=C1)CC[C@H](C1=CC=CC=C1)NC(C)=O (R)-N-(3-(4-nitrophenyl)-1-phenylpropyl)acetamide